C(C)N(CC(=O)NC1=CC=C(C=C1)C=1N=C2N(C=CC=C2)C1CN1CCN(CC1)C1=CC=CC=C1)CC 2-(diethylamino)-N-(4-(3-((4-phenylpiperazin-1-yl)methyl)imidazo[1,2-a]pyridin-2-yl)phenyl)acetamide